3-(4-fluoro-benzyloxy)-azetidine FC1=CC=C(COC2CNC2)C=C1